FC(S(=O)(=O)O)(F)F.[Sc] scandium trifluoromethanesulfonic acid